1,3-dichloro-5-(1-chloropropyl)benzene ClC1=CC(=CC(=C1)C(CC)Cl)Cl